(3-hydroxy-4-methoxyphenyl)-1-(3,4,5-trimethoxybenzyl)-1,3-dihydro-2H-imidazo[4,5-c]pyridin-2-one OC=1C=C(C=CC1OC)N1C(N(C2=C1C=NC=C2)CC2=CC(=C(C(=C2)OC)OC)OC)=O